5-phenoxy-benzothiazol O(C1=CC=CC=C1)C=1C=CC2=C(N=CS2)C1